C(#N)C(CC1=CC(=C(C=C1)C=1C=CC2=C(N(C(O2)=O)C)C1)F)NC(=O)[C@H]1OCCCNC1 (2S)-N-(1-cyano-2-(3-fluoro-4-(3-methyl-2-oxo-2,3-dihydrobenzo[d]oxazol-5-yl)phenyl)ethyl)-1,4-oxazepane-2-carboxamide